1-(4-(piperazin-1-ylsulfonyl)phenyl)-3-(pyridin-3-ylmethyl)thiourea N1(CCNCC1)S(=O)(=O)C1=CC=C(C=C1)NC(=S)NCC=1C=NC=CC1